2-methoxy-4-(2H-1,2,3-triazol-2-yl)aniline COC1=C(N)C=CC(=C1)N1N=CC=N1